5-(2,6-dimethylphenyl)-1,3-cyclohexanedione CC1=C(C(=CC=C1)C)C1CC(CC(C1)=O)=O